C(C)(C)C1=C(NC2=CC=C(C=C12)C1CCN(CC1)CCC)C=1C=C(C(N(C1)C)=O)C=1C=NC=NC1 5-(3-isopropyl-5-(1-propylpiperidin-4-yl)-1H-indol-2-yl)-1-methyl-3-(pyrimidin-5-yl)pyridin-2(1H)-one